(S)-5-((6-ethyl-2-methyl-3,4-dihydro-1,7-naphthyridin-1(2H)-yl)sulfonyl)-2-((tetrahydro-2H-pyran-4-yl)methoxy)benzyl Alcohol C(C)C=1C=C2CC[C@@H](N(C2=CN1)S(=O)(=O)C=1C=CC(=C(CO)C1)OCC1CCOCC1)C